(1R,2R)-2-((4-chloropyridin-2-yl)methyl)-1-phenylcyclohexanol ClC1=CC(=NC=C1)C[C@@H]1[C@@](CCCC1)(O)C1=CC=CC=C1